(S)-N-(1-(2-(1,1-difluoroethyl)pyrimidin-4-yl)-3-(3-methoxy-3-methylpyrrolidin-1-yl)-1H-pyrazolo[4,3-c]pyridin-6-yl)acetamide FC(C)(F)C1=NC=CC(=N1)N1N=C(C=2C=NC(=CC21)NC(C)=O)N2C[C@@](CC2)(C)OC